C1(CCCC1)C1=C(C(=NO1)C1=NN(C2=NC=NC(=C21)N)C(C)C)I 3-(5-cyclopentyl-4-iodo-isoxazol-3-yl)-1-isopropyl-pyrazolo[3,4-d]pyrimidin-4-amine